COCCOC=1C=CN=C2C(=CC(=NC12)C=1C=C2CN(C(C2=CC1)=O)C1C(NC(CC1)=O)=O)CN1CCCC1 3-(5-(8-(2-methoxyethoxy)-4-(pyrrolidin-1-ylmethyl)-1,5-naphthyridin-2-yl)-1-oxoisoindolin-2-yl)piperidine-2,6-dione